(1S,2S)-2-((4-fluorophenoxy)methyl)-N-isopropylcyclopentan-1-amine FC1=CC=C(OC[C@@H]2[C@H](CCC2)NC(C)C)C=C1